O=C1NC(CCC1NC(C1=CC=CC=C1)=O)=O N-(2,6-dioxo-3-piperidinyl)benzamide